(R)-N-(1-(5-cyanopyrimidin-2-yl)ethyl)-2-(6-fluoro-2,4-dioxo-1,4-dihydroquinazolin-3(2H)-yl)acetamide C(#N)C=1C=NC(=NC1)[C@@H](C)NC(CN1C(NC2=CC=C(C=C2C1=O)F)=O)=O